[Si](C)(C)(C(C)(C)C)OC(C)(N)C1=CC(=CC=C1)Cl (tert-Butyldimethylsilanyloxy)-1-(3-chlorophenyl)ethanamine